5-(N-hydroxyethyl-aminomethyl)-2-(2-hydroxyethyl)-isoindoline OCCNCC=1C=C2CN(CC2=CC1)CCO